C(C1=CC=CC=C1)NC[C@H](CCCNCC1=CC=CC=C1)C1=CC=CC=C1 (R)-N1,N5-dibenzyl-2-phenyl-1,5-pentanediamine